BrC1=NC2=C3N=C(C=CC3=CC=C2C=C1)C1=NC=CC=C1 2-bromo-9-pyridinyl-1,10-phenanthroline